methyl 5'-methyl-4-(methylamino)-2-oxo-2H-[1,3'-bipyridine]-6'-carboxylate CC=1C=C(C=NC1C(=O)OC)N1C(C=C(C=C1)NC)=O